1-[1-[1-[(4-methoxyphenyl)methyl]-2,6-dioxo-3-piperidyl]-3-methyl-2-oxo-benzimidazol-4-yl]piperidine-4-carbaldehyde COC1=CC=C(C=C1)CN1C(C(CCC1=O)N1C(N(C2=C1C=CC=C2N2CCC(CC2)C=O)C)=O)=O